1-[6-(3-methoxy-4-methyl-phenoxy)-3-pyridyl]-3H-imidazo[4,5-b]pyridin-2-one COC=1C=C(OC2=CC=C(C=N2)N2C(NC3=NC=CC=C32)=O)C=CC1C